N1(CCC1)CC1(CC1)NC(=O)C1(CC1)C1=CC=CC=C1 N-(1-(azetidin-1-ylmethyl)cyclopropyl)-1-phenylcyclopropane-1-carboxamide